(3R,7S)-2-(4-Bromo-3-chlorobenzoyl)-N,3-dimethyl-10-oxo-9-(1-(6-(trifluoromethyl)pyridin-3-yl)ethyl)-1,2,3,4,7,8,9,10-octahydropyrido[4',3':3,4]pyrazolo[1,5-a]pyrazine-7-carboxamide BrC1=C(C=C(C(=O)N2CC=3C(=NN4C3C(N(C[C@H]4C(=O)NC)C(C)C=4C=NC(=CC4)C(F)(F)F)=O)C[C@H]2C)C=C1)Cl